C1(CC1)CCC1=C(C(=CC=C1)C(C)C)O (S)-2-cyclopropylethyl-6-isopropylphenol